NC1(COC1)C=1C=C(C=CC1)NC(=O)C=1C(=NC2=CC=CC=C2C1)N1CCC(CCC1)(F)F N-(3-(3-aminooxetan-3-yl)phenyl)-2-(4,4-difluoroazepan-1-yl)quinoline-3-carboxamide